(S)-3-(5-(4-((1-(4-(7-(3,4-difluorophenyl)-1-fluoro-3,8,9,10-tetrahydrocyclohepta[e]indazol-6-yl)phenyl)piperidin-4-yl)methyl)piperazin-1-yl)-1-oxoisoindolin-2-yl)piperidine-2,6-dione FC=1C=C(C=CC1F)C1=C(C2=C(C=3C(=NNC3C=C2)F)CCC1)C1=CC=C(C=C1)N1CCC(CC1)CN1CCN(CC1)C=1C=C2CN(C(C2=CC1)=O)[C@@H]1C(NC(CC1)=O)=O